3-Cyclopropyl-[1,2,4]triazolo[4,3-a]pyrimidine-6-carboxylic acid C1(CC1)C1=NN=C2N1C=C(C=N2)C(=O)O